CC1=CC(=NC=C1)NC(C1=NC(=CC=C1)N1C=NN=C1)=O N-(4-methylpyridin-2-yl)-6-(4H-1,2,4-triazol-4-yl)picolinamide